CC1=CC(=C(C(N1)=O)CNC(=O)C=1C=2C=NNC2C=CC1)SC N-((6-methyl-4-(methylthio)-2-oxo-1,2-dihydropyridin-3-yl)methyl)-1H-indazole-4-carboxamide